N-((S)-(4,4-difluorocyclohexyl)(5-(((3S,5S)-2-oxo-5-(trifluoromethyl)pyrrolidin-3-yl)methyl)benzo[d]oxazol-2-yl)methyl)-1-methyl-1H-pyrazole-5-carboxamide FC1(CCC(CC1)[C@H](NC(=O)C1=CC=NN1C)C=1OC2=C(N1)C=C(C=C2)C[C@@H]2C(N[C@@H](C2)C(F)(F)F)=O)F